FC(C(C(S(=O)(=O)OSC1=C(C(=CC=C1)C1=CC=C(C=C1)Cl)C1=CC=C(C=C1)Cl)(F)F)(F)F)F bis-(4-chlorophenyl)-phenylthio hexafluoropropanesulfonate